(3-(3-((benzyloxy)methyl)-1,2,4-thiadiazole-5-yl)-1-bromo-8-methyl-5,6-dihydroimidazo[1,5-a]pyrazin-7(8H)-yl)(4-fluorophenyl)methanone C(C1=CC=CC=C1)OCC1=NSC(=N1)C1=NC(=C2N1CCN(C2C)C(=O)C2=CC=C(C=C2)F)Br